copper sulfite S(=O)([O-])[O-].[Cu+2]